C(C)C=1SC2=C(N1)C=CC(=C2)C2=CN=C(N2)[C@H](CCCCCC(CC)=O)NC(=O)[C@H]2CC21CCN(CC1)C (S)-N-((S)-1-(5-(2-ethylbenzo[d]thiazol-6-yl)-1H-imidazol-2-yl)-7-oxononyl)-6-methyl-6-azaspiro[2.5]octane-1-carboxamide